C1(CCCC1)C(C)(C)OC(=O)C1=C2C=CC=C(C2=CC=C1)C1C2C3C4C=CC(C3C(C1)C2)C4 8-(5-(2-cyclopentyl-2-propoxycarbonyl)naphthyl)-tetracyclo[4.4.0.12,5.17,10]-3-dodecene